C1N(CC=2C=NC=CC21)C(=O)[C@@H]2CC[C@H]1N2C([C@H](CCCC1)NC(=O)C1=CC2=C(S1)C=CC(=C2)C(F)(F)P(O)(O)=O)=O ((2-(((3S,6S,10aS)-3-(2,3-dihydro-1H-pyrrolo[3,4-c]pyridine-2-carbonyl)-5-oxodecahydropyrrolo[1,2-a]azocin-6-yl)carbamoyl)benzo[b]thiophen-5-yl)difluoromethyl)phosphonic acid